C1(CC1)C1=NN(C(=C1)C(F)(F)F)CC(=O)N1[C@@H]([C@@H](CC1)N[S@](=O)C(C)(C)C)C1=C(C(=CC=C1)OC([2H])([2H])[2H])C (R)-N-[(2R,3R)-1-[2-[3-Cyclopropyl-5-(trifluoromethyl)pyrazol-1-yl]acetyl]-2-[2-methyl-3-(trideuteriomethoxy)phenyl]pyrrolidin-3-yl]-2-methyl-propane-2-sulfinamide